(R,E)-1-(4-(5-(pyrrolidin-3-yl)-1,2,4-oxadiazol-3-yl)phenyl)ethan-1-one O-(4-(tert-butyl)benzyl) oxime hydrochlorid Cl.C(C)(C)(C)C1=CC=C(CO\N=C(/C)\C2=CC=C(C=C2)C2=NOC(=N2)[C@H]2CNCC2)C=C1